1,2,3-tris-(2'-mercaptoethylthio)propane SCCSCC(CSCCS)SCCS